manganese phosphate sodium iron [Fe+2].[Na+].P(=O)([O-])([O-])[O-].[Mn+2]